FC1=C(C2=C(C(=C(C(=C2C(=C1F)F)F)F)F)F)[B-](C1=C(C(=C(C2=C(C(=C(C(=C12)F)F)F)F)F)F)F)(C1=C(C(=C(C2=C(C(=C(C(=C12)F)F)F)F)F)F)F)C1=C(C(=C(C2=C(C(=C(C(=C12)F)F)F)F)F)F)F.C(C)[NH+](C1=CC=CC=C1)CC N,N-diethylanilinium tetrakis(perfluoronaphthyl)borate